methyl 1-(2-fluoro-2-deoxy-3,5-di-O-t-butyldimethylsilyl-β-D-ribofuranosyl)-2-oxo-2,3-dihydro-1H-imidazole-4-carboxylate F[C@H]1[C@@H](O[C@@H]([C@H]1O[Si](C)(C)C(C)(C)C)CO[Si](C)(C)C(C)(C)C)N1C(NC(=C1)C(=O)OC)=O